[Si](C)(C)(C(C)(C)C)OCCCNC=1C(=CC(=C(C1)C)C)N N-(3-{[tert-butyl(dimethyl)silyl]oxy}propyl)-4,5-dimethylbenzene-1,2-diamine